diethylaminotrimethoxysilane C(C)N(CC)[Si](OC)(OC)OC